CC1=NN2C(C=C(C=C2)C[C@@H]2CC[C@H](CC2)C(=O)N2OCC[C@H]2C=2C=NC(=C(C2)F)C)=N1 trans-[4-[(2-methyl-[1,2,4]triazolo[1,5-a]pyridin-7-yl)methyl]cyclohexyl]-[(3S)-3-(5-fluoro-6-methyl-3-pyridyl)isoxazolidin-2-yl]-methanone